ClC1=C(C(=NC=C1)NC(OC(C)(C)C)=O)O tert-butyl (4-chloro-3-hydroxypyridin-2-yl)carbamate